(4-octyl-phenoxy)phenyl iodide hexafluoroantimonate F[Sb-](F)(F)(F)(F)F.C(CCCCCCC)C1=CC=C(OC2=C(C=CC=C2)I)C=C1